cis-3-(((2-Methyl-6-(1-methyl-5-(((4-(pyridin-2-yl)pyrimidin-2-yl)amino)methyl)-1H-1,2,3-triazol-4-yl)pyridin-3-yl)oxy)methyl)cyclopentan CC1=NC(=CC=C1OCC1CCCC1)C=1N=NN(C1CNC1=NC=CC(=N1)C1=NC=CC=C1)C